(E)-3-[4-(2,4-Dihydroxyphenoxy)phenyl]-1-phenylprop-2-en-1-one OC1=C(OC2=CC=C(C=C2)/C=C/C(=O)C2=CC=CC=C2)C=CC(=C1)O